FC(S(=O)(=O)OC=1CN(CC1)C(=O)[O-])(F)F 3-(((trifluoromethyl)-sulfonyl)oxy)-2,5-dihydro-1H-pyrrole-1-carboxylate